C1=CC=C(C2=C1C1=C(O2)C=C2C=CC=CC2=C1)C1=NC=CC=C1 2-(naphtho[2,3-b]benzofuran-4-yl)pyridine